C[C@]12CC(C[C@](CC1)(N2)C)=CC=2N=CC(=NC2)C2=C(C=C(C=C2)N2C=NC=C2)O 2-(5-((Z)-((1R,5S)-1,5-dimethyl-8-azabicyclo[3.2.1]octan-3-ylidene)methyl)pyrazin-2-yl)-5-(1H-imidazol-1-yl)phenol